COCC(C)(C)C1=CC(=NC(=N1)C1=C2C(=NC=C1)NC=C2)N2[C@@H](COCC2)C (3R)-4-[6-(1-methoxy-2-methylpropan-2-yl)-2-[1H-pyrrolo[2,3-b]pyridin-4-yl]pyrimidin-4-yl]-3-methylmorpholine